3-(2-chloro-3-(1,3-benzodioxol-6-yl)anilino)-1-methylpyrazolo[4,5-b]pyridin ClC1=C(NC2=NN(C=3C2=NC=CC3)C)C=CC=C1C=1C=CC3=C(OCO3)C1